C(=O)(O)C1=C2C=CC(C(=C3C=CC(=C(C=4C=CC(=C(C5=CC=C1N5)C(=O)O)N4)C(=O)O)N3)C(=O)O)=N2.[Co] cobalt tetra-carboxyl-porphyrin